C1(=CC=CC2=CC=CC=C12)S(=O)(=O)O.ON1C(CCC1=O)=O N-hydroxysuccinimide 1-naphthalenesulfonate